(S)-3-(2-amino-3-chloropyridin-4-yl)-7-(7-amino-5,7-dihydrospiro[cyclopenta[b]pyridine-6,4'-piperidin]-1'-yl)pteridine-2,4(1H,3H)-dione NC1=NC=CC(=C1Cl)N1C(NC2=NC(=CN=C2C1=O)N1CCC2(CC1)CC=1C(=NC=CC1)[C@H]2N)=O